C(CCCCCCC)OCCCNCCCN1CCOCC1 N-(3-octoxypropyl)-3-morpholinopropan-1-amine